NC1=CC=CC(=N1)S(=O)(=O)NC1=NC(=C(C=C1)Cl)C1=C(C=CC(=C1)C(F)(F)F)C 6-amino-N-(5-chloro-6-(2-methyl-5-(trifluoromethyl)phenyl)pyridin-2-yl)pyridine-2-sulfonamide